N([C@@H](C)C(=O)O)C(C(C)(S(=O)N)C)CC1=C(C(=CC=C1)C)SC1=C(C=CC=C1)C=O AlanineO[[2-(2-formylphenyl)sulfanyl-3-methyl-phenyl]methyl]-2-methyl-propane-2-sulfinamide